C(CCCCC\C=C/CCCCCCCC)C1OC(CN(C1)CCO)CCCCCC\C=C/CCCCCCCC 2-(2,6-di((Z)-hexadec-7-en-1-yl)morpholino)ethan-1-ol